N-butyl-methylpyridinium C(CCC)[N+]1=C(C=CC=C1)C